ClC1=C(C=C(C(=C1)F)C1=NC=NC2=CC(=CC=C12)N1CCOCC1)C(C(=O)N)C=1N=NC(=CC1)OC 2-[2-Chloro-4-fluoro-5-(7-morpholin-4-yl-quinazolin-4-yl)-phenyl]-2-(6-methoxypyridazin-3-yl)acetamide